NC=1C=C(C=NC1)C1N(CCC1)C(=O)OC(C)(C)C tert-butyl 2-(5-aminopyridin-3-yl)pyrrolidine-1-carboxylate